4-cyclopropyl-5-{[2-(trifluoromethyl)pyridin-4-yl]carbamoyl}-1,2-thiazol-3-yl trifluoromethanesulfonate FC(S(=O)(=O)OC1=NSC(=C1C1CC1)C(NC1=CC(=NC=C1)C(F)(F)F)=O)(F)F